ClC1=C(C=CC=C1)C=1N(C2=NC(=NC(=C2N1)N1CCC(CC1)(C(=O)N)C)NCC(C)(C)O)C1=CC=C(C=C1)Cl 1-[8-(2-chlorophenyl)-9-(4-chlorophenyl)-2-[(2-hydroxy-2-methyl-propyl)amino]purin-6-yl]-4-methyl-piperidine-4-carboxamide